OC1=C(C(=CC(=C1)CCC)O)C1=C2CC(N(C2=C(C=C1C)C)CC)=O 4-(2,6-Dihydroxy-4-propylphenyl)-1-ethyl-5,7-dimethylindolin-2-one